FC1(CCC(CC1)C=1C(=NN(C1)C(C)C)C)F 4,4-difluorocyclohexyl-(methyl)-1-isopropyl-1H-pyrazole